C([C@H](O)C1=CC=CC=C1)(=O)OCCN(CC)CCC[C@@H](C)N (R)-2-[(4-aminopentyl)ethylamino]Ethanol R-(-)-mandelate